CC1=NOC(=C1C1=CC=C2C=3N([C@H](COC31)C3=NC=CC=C3)C(=N2)N2C[C@@H](CC2)NS(=O)(=O)C2CC2)C N-{(3R)-1-[(4S)-7-(3,5-dimethylisoxazol-4-yl)-4-pyridin-2-yl-4,5-dihydroimidazo[1,5,4-de][1,4]benzoxazin-2-yl]pyrrolidin-3-yl}cyclopropanesulfonamide